ClC=1C(=CC=NC1)CN1CC(C1)C1=CC(=C(C=C1)F)F 5-chloro-4-((3-(3,4-difluorophenyl)azetidin-1-yl)methyl)pyridin